tert-butyl 4-(4-oxo-4,9-dihydro-3H-pyrimido[4,5-b]indol-6-yl)piperazine-1-carboxylate O=C1NC=NC=2NC3=CC=C(C=C3C21)N2CCN(CC2)C(=O)OC(C)(C)C